methyl-N'-nitro-N-nitrosoguanidine CN(C(=N)N[N+](=O)[O-])N=O